OCC1=NC=C(C=C1F)F 2-hydroxymethyl-3,5-difluoropyridine